CN(C(=O)N)NC(=N)N methylguanidinourea